N-(2-((1R,3R)-3-aminocyclopentane-1-carboxamido)ethyl)-4-((3-(1-(2,2-difluoroethyl)-3-(trifluoromethyl)-1H-pyrazol-4-yl)imidazo[1,2-a]pyrazin-8-yl)amino)-2-ethylbenzamide formate C(=O)O.N[C@H]1C[C@@H](CC1)C(=O)NCCNC(C1=C(C=C(C=C1)NC=1C=2N(C=CN1)C(=CN2)C=2C(=NN(C2)CC(F)F)C(F)(F)F)CC)=O